5-((4-(4-hydroxypiperidine-1-carbonyl)benzyl)oxy)-2-(isoindolin-2-ylmethyl)-4H-pyran-4-one OC1CCN(CC1)C(=O)C1=CC=C(COC=2C(C=C(OC2)CN2CC3=CC=CC=C3C2)=O)C=C1